C(#N)C1=CC(=C(OCC2=CC(=NN2C2=CC=CC=C2)C)C=C1)C 5-[(4-cyano-2-methyl-phenoxy)methyl]-3-methyl-1-phenyl-pyrazole